1-phenyl-9H-pyrido[3,4-b]indole C1(=CC=CC=C1)C1=NC=CC2=C1NC1=CC=CC=C21